1-(3-fluoro-2-hydroxyphenyl)ethanone FC=1C(=C(C=CC1)C(C)=O)O